CC=1SC(=CN1)C(=O)NNC(=O)OC(C)(C)C tert-Butyl 2-(2-methylthiazole-5-carbonyl)hydrazine-1-carboxylate